C(C)[C@@H]1N(C[C@H](N(C1)C(C)C1=C(C=C(C=C1)F)C)CC)C=1C=2C(N(C(C1)=O)C)=CN(N2)C2OCCCC2 7-((2S,5R)-2,5-diethyl-4-(1-(4-fluoro-2-methylphenyl)ethyl)piperazin-1-yl)-4-methyl-2-(tetrahydro-2H-pyran-2-yl)-2,4-dihydro-5H-pyrazolo[4,3-b]pyridin-5-one